m-phenylene diacetate C(C)(=O)OC1=CC(=CC=C1)OC(C)=O